C1(CC1)N(CC[C@@H](C(=O)O)NC([C@H](CO)C1=CC=CC=C1)=O)CCCCC1=NC=2NCCCC2C=C1 (S)-4-(cyclopropyl(4-(5,6,7,8-tetrahydro-1,8-naphthyridin-2-yl)butyl)amino)-2-((S)-3-hydroxy-2-phenylpropanamido)butanoic acid